C(/C1=CC=CC=C1)=C/1\C(CC(N(C1)C(=O)NCCC1=CC=CC=C1)(C)C)N1CCCCC1 (5E)-5-Benzylidene-2,2-dimethyl-N-(2-phenylethyl)-4-(1-piperidyl)piperidine-1-carboxamide